P(=O)(OCC(C(C(C)=O)O)=O)([O-])[O-] 3-hydroxy-2,4-dioxopentyl phosphate